OC(CC(=O)O)C.CC1=CC=C(N)C=C1SCC(F)(F)F 4-methyl-5-[(2,2,2-trifluoroethyl)sulfanyl]aniline (-)-beta-Hydroxybutyrate